NC=1C=C(C(=C(C1)C(C(C)(O)C)(F)F)Cl)C(C)NC1=NC(NC2=CC(=C(C=C12)OCCOC)OC)(C)C 1-(5-Amino-2-chloro-3-(1-((7-methoxy-2-methyl-6-(2-methoxyethoxy)2-Methylquinazolin-4-yl)amino)ethyl)phenyl)-1,1-difluoro-2-methylpropan-2-ol